cobalt-nickel tungsten trioxide [W](=O)(=O)=O.[Ni].[Co]